3-fluoro-2-(3-iodo-1-(tetrahydro-2H-pyran-2-yl)-1H-pyrazolo[3,4-c]pyridin-5-yl)phenol FC=1C(=C(C=CC1)O)C=1C=C2C(=CN1)N(N=C2I)C2OCCCC2